(8-fluoroimidazo[1,2-a]pyridin-3-yl)(4-nitrophenyl)methanone methyl-2-{2-[2-(1,3-dioxolan-2-yl)-6-fluoro-3-[(4-methoxyphenyl)methoxy]phenyl]ethynyl}pyridine-4-carboxylate COC(=O)C1=CC(=NC=C1)C#CC1=C(C(=CC=C1F)OCC1=CC=C(C=C1)OC)C1OCCO1.FC=1C=2N(C=CC1)C(=CN2)C(=O)C2=CC=C(C=C2)[N+](=O)[O-]